ClCC(=O)NCCCC1CCN(CC1)C(C(C)(C)OC1=CC=C(C=C1)Cl)=O 2-chloro-N-(3-(1-(2-(4-chlorophenoxy)-2-methylpropanoyl)piperidin-4-yl)propyl)acetamide